COC1=C(C(=CC2=C1C(=O)C(=C(O2)C3=CC=CC=C3)OC)O)O Dihydroxy-dimethoxyflavone